C(CCCCCC)C1=C(N=C(N1)C1=CC=CC=C1)C heptyl-2-phenyl-4-methylimidazole